5-bromo-2-(1-((tert-butyldimethylsilyl)-oxy)-3-methoxypropyl)pyridine BrC=1C=CC(=NC1)C(CCOC)O[Si](C)(C)C(C)(C)C